C(#N)C=1C=C(C=CC1)N1N=C(C=C1C(=O)NC1=CC(=CC=C1)C(C1=C(C=CC2=CC=CC=C12)OC)OCC1CC1)C(F)(F)F 1-(3-cyanophenyl)-N-(3-((cyclopropylmethoxy)(2-methoxynaphthalen-1-yl)methyl)phenyl)-3-(trifluoromethyl)-1H-pyrazole-5-carboxamide